2-bromo-7-(piperidin-3-yl)pyrazolo[1,5-a]pyrimidine hydrochloride Cl.BrC1=NN2C(N=CC=C2C2CNCCC2)=C1